Kalium bromat Br(=O)(=O)[O-].[K+]